N-[2-Chloro-4-methyl-5-(1-piperidinylcarbonyl)phenyl]-1,1,1-trifluoromethanesulfonamide ClC1=C(C=C(C(=C1)C)C(=O)N1CCCCC1)NS(=O)(=O)C(F)(F)F